2-amino-9-((2r,3s,4r,5r)-4-fluoro-3-hydroxy-5-((S)-1-hydroxypropyl)tetrahydrofuran-2-yl)-7-((S)-2-hydroxypropyl)-7,9-dihydro-1H-purine-6,8-dione NC=1NC(C=2N(C(N(C2N1)[C@@H]1O[C@@H]([C@@H]([C@H]1O)F)[C@H](CC)O)=O)C[C@H](C)O)=O